C(C)(C)(C)OC(=O)[C@@H]1N(C=C(C1)C1=C(C=CC=C1)N)S(=O)(=O)C1=CC=CC=C1 (R)-4-(2-aminophenyl)-1-(phenylsulfonyl)-2,3-dihydro-1H-pyrrole-2-carboxylic acid tert-butyl ester